butyl (1R,5S,6r)-6-formyl-3-azabicyclo[3.1.0]hexane-3-carboxylate C(=O)C1[C@H]2CN(C[C@@H]12)C(=O)OCCCC